CN(CCCC(=O)N(CCCCCCCC(OCCC(CCCCC)CCCCC)=O)C(CCCCCCC(C(=O)OCCC(CCCCC)CCCCC)(F)F)CCCCCCCCCC)C 3-pentyloctyl 9-[4-(dimethylamino)-N-{8-oxo-8-[(3-pentyloctyl)oxy]-octyl}butanamido]-2,2-difluorononadecanoate